COC1=NC2=CC=CC=C2C=C1CC1=CC=C(C=C1)C1(CC(C1)=O)C#N 1-(4-((2-methoxyquinolin-3-yl)methyl)phenyl)-3-oxocyclobutane-1-carbonitrile